ethyl 2-(3-(4-bromophenyl)-8-((1,3-dioxoisoindolin-2-yl)methyl)-5,6,7,8-tetrahydroimidazo[1,5-a]pyrazin-1-yl)acetate BrC1=CC=C(C=C1)C1=NC(=C2N1CCNC2CN2C(C1=CC=CC=C1C2=O)=O)CC(=O)OCC